ClC1=C(C2=C(S1)[C@@]1(C[C@@H](N(CC1)CC=1C=NN(C1)CCS(=O)(=O)C)C)OCC2)COC (2'S,7R)-2-chloro-3-(methoxymethyl)-2'-methyl-1'-[[1-(2-methylsulfonylethyl)pyrazol-4-yl]methyl]spiro[4,5-dihydrothieno[2,3-c]pyran-7,4'-piperidine]